BrCCOC=1C=C2C=CN=C(C2=CC1)NC1=CC=C(C=C1)S(=O)(=O)C 6-(2-bromoethoxy)-N-(4-methylsulfonylphenyl)isoquinolin-1-amine